N,N-dimethylquinazoline-8-carboxamide CN(C(=O)C=1C=CC=C2C=NC=NC12)C